2'-Oxo-7'-(3-(piperidin-1-yl)phenyl)-1',4'-dihydro-2'H-spiro[pyrrolidine-3,3'-quinoline]-1-carbonitrile O=C1NC2=CC(=CC=C2CC12CN(CC2)C#N)C2=CC(=CC=C2)N2CCCCC2